[Mn](=O)(=O)(=O)[O-].[Ca+2].[Mn](=O)(=O)(=O)[O-] Calcium permanganat